4-(benzyloxy)-3-bromo-2,6-xylenecarboxylic acid C(C1=CC=CC=C1)OC=1C(=C(C(=C(C1)C)C(=O)O)C)Br